propionyl-Coenzyme A cobalt(II) bromide dihydrate O.O.[Co](Br)Br.C(CC)(=O)SCCNC(CCNC([C@@H](C(COP(OP(OC[C@@H]1[C@H]([C@H]([C@@H](O1)N1C=NC=2C(N)=NC=NC12)O)OP(=O)(O)O)(=O)O)(=O)O)(C)C)O)=O)=O